C1(=C(C=CC=C1)CN1C(C(C2=CC=C(C=C12)C(=O)OC)(C)C)=O)C1=CC=CC=C1 methyl 1-([1,1'-Biphenyl]-2-ylmethyl)-3,3-dimethyl-2-oxoindoline-6-carboxylate